C1(=CC=CC=C1)CCCC(=O)O C4-phenylbutyric acid